4-fluoro-N-(6-methoxy-7-(2,3,4-trimethoxy-6-methylbenzoyl)benzo[d]thiazole-2-yl)benzamide Dioctadecyl-(S)-2-hydroxysuccinate C(CCCCCCCCCCCCCCCCC)OC([C@H](CC(=O)OCCCCCCCCCCCCCCCCCC)O)=O.FC1=CC=C(C(=O)NC=2SC3=C(N2)C=CC(=C3C(C3=C(C(=C(C=C3C)OC)OC)OC)=O)OC)C=C1